Cl.ClC1=C(C=CC(=C1)C(F)(F)F)NC(CN1C2=C(C(C(=C1CC)N1CCNCC1)=O)SC(=N2)C2=CC(=NC=C2)OC)=O N-(2-chloro-4-(trifluoromethyl)phenyl)-2-(5-ethyl-2-(2-methoxypyridin-4-yl)-7-oxo-6-(piperazin-1-yl)thiazolo[4,5-b]pyridin-4(7H)-yl)acetamide hydrochloride